C(C)(C)(C)OC(CC1=C(C(=C(C(=C1)F)OCC1=CC=CC=C1)F)I)=O 2-(4-(benzyloxy)-3,5-difluoro-2-iodophenyl)acetic acid tert-butyl ester